(R)-3-tert-butoxy-7-mercapto-4-heptenoic acid C(C)(C)(C)O[C@H](CC(=O)O)C=CCCS